C[C@H]1[C@@H](C[C@H]([C@@H](O1)O[C@H](C)CCCCCCC[C@H](CC(=O)O)O)O)O The molecule is an (omega-1)-hydroxy fatty acid ascaroside that is ascr#20 in which the pro-R hydrogen that is beta to the carboxy group is replaced by a hydroxy group. It is a metabolite of the nematode Caenorhabditis elegans. It has a role as a Caenorhabditis elegans metabolite. It is an (omega-1)-hydroxy fatty acid ascaroside, a 3-hydroxy carboxylic acid and a monocarboxylic acid. It derives from an ascr#20 and a (3R,11R)-3,11-dihydroxylauric acid. It is a conjugate acid of a bhas#20(1-).